BrC=1C=C2C(=C(C(NC2=CC1)=O)CC(=O)OC)O Methyl 2-(6-bromo-4-hydroxy-2-oxo-1,2-dihydroquinolin-3-yl)acetate